1-(3-chlorobenzyl)-1-(2-aminoethyl)-2-cyano-3-(isoquinolin-6-yl)guanidine hydrochloride Cl.ClC=1C=C(CN(C(=NC#N)NC=2C=C3C=CN=CC3=CC2)CCN)C=CC1